Tert-Butyl 4-(imidazo[1,2-a]pyridin-3-yl)-7-((5-(4-methylpiperazin-1-yl)pyridin-2-yl)amino)-1-oxoisoindoline-2-carboxylate N=1C=C(N2C1C=CC=C2)C2=C1CN(C(C1=C(C=C2)NC2=NC=C(C=C2)N2CCN(CC2)C)=O)C(=O)OC(C)(C)C